C(C=C)(=O)N1CCC(=CC1)C=1C=NC=C(C1)C(C(=O)NC=1SC(=CN1)C#N)C 2-(1'-acryloyl-1',2',3',6'-tetrahydro-[3,4'-bipyridine]-5-yl)-N-(5-cyanothiazol-2-yl)propionamide